BrCC(=O)C=1OC2=C(C1)C=CC(=C2)Cl 2-bromo-1-(6-chloro-1-benzofuran-2-yl)ethan-1-one